O=C1N(N=C(C=C1C(=O)N[C@H]1COCC[C@H]1O)C1=CC=C(C=C1)OCC(F)(F)F)C=1C=NC=CC1 1,5-anhydro-2,4-dideoxy-2-[({3-oxo-2-(pyridin-3-yl)-6-[4-(trifluoroethoxy)phenyl]-2,3-dihydropyridazin-4-yl}carbonyl)amino]-D-erythro-pentitol